FC1=CC=C(C=C1)C1C(C1)C(=O)N1CCOC2(C1)C=C(C(C(C2)(C)C)=O)C#N 4-[2-(4-fluorophenyl)cyclopropane-1-carbonyl]-10,10-dimethyl-9-oxo-1-oxa-4-azaspiro[5.5]undec-7-ene-8-carbonitrile